C(C)OC=1C=C(C=CC1S(NC1=CC(=CC=C1)C(F)(F)F)(=O)=O)NC([C@H]([C@H](CC)C)O)=O (2S,3S)-N-(3-ethoxy-4-(N-(3-(trifluoromethyl)phenyl)sulfamoyl)phenyl)-2-hydroxy-3-methylpentanamide